FC=1C=C2C=C(NC2=CC1OCC1=NN(N=C1)C)CNC(=O)C1(CC1)C N-((5-fluoro-6-((2-methyl-2H-1,2,3-triazol-4-yl)methoxy)-1H-indol-2-yl)methyl)-1-methylcyclopropane-1-carboxamide